4-Ethyl-Benzoic Acid C(C)C1=CC=C(C(=O)O)C=C1